((4-bromo-3-(cyclopropoxymethyl)phenyl)amino)tetrahydro-2H-pyran-4-carboxylic acid BrC1=C(C=C(C=C1)NC1OCCC(C1)C(=O)O)COC1CC1